BrC=1C=C(C=C2C=C(N(C12)CC)C1=CCCNC1)C(=O)N1CCN(CC1)C1=NC=C(C=C1OC)F [7-bromo-1-ethyl-2-(1,2,3,6-tetrahydropyridin-5-yl)indol-5-yl]-[4-(5-fluoro-3-methoxy-2-pyridyl)piperazin-1-yl]methanone